OC=1C=C(CN[C@@H](CC(=O)N)C(=O)N)C=CC1O 3,4-dihydroxybenzylaspartamid